methyl (R)-3-(9-((4-(aminomethyl)phenyl)carbamoyl)-5-methyl-4,5-dihydrobenzo[b]thieno[2,3-d]oxepin-8-yl)-6-(propylcarbamoyl)picolinate NCC1=CC=C(C=C1)NC(=O)C1=CC2=C(O[C@@H](CC3=C2SC=C3)C)C=C1C=1C(=NC(=CC1)C(NCCC)=O)C(=O)OC